SC1=CC=C(C=C1)C1=CC=C(C=C1)S 4,4'-Dimercaptobiphenyl